1-Benzyl-5-oxopyrrolidine-2-carboxylic Acid C(C1=CC=CC=C1)N1C(CCC1=O)C(=O)O